BrC1=C(C=CC(=C1)Cl)CCN1[C@@H]([C@H](N(CC1=O)C)C(=O)OC)C1=CC2=CC=CC=C2C=C1 methyl (2S,3R)-4-[2-(2-bromo-4-chlorophenyl)ethyl]-1-methyl-3-(2-naphthyl)-5-oxo-2-piperazinecarboxylate